1,5-bis({5-[bis(2-hydroxydecyl)amino]pentyl}) 3-hydroxy-3-methylpentanedioate OC(CC(=O)OCCCCCN(CC(CCCCCCCC)O)CC(CCCCCCCC)O)(CC(=O)OCCCCCN(CC(CCCCCCCC)O)CC(CCCCCCCC)O)C